tert-butyl 4-[2-[1-cyclopropyl-2-(p-tolylsulfonyloxy)ethoxy]ethoxy]piperidine-1-carboxylate C1(CC1)C(COS(=O)(=O)C1=CC=C(C=C1)C)OCCOC1CCN(CC1)C(=O)OC(C)(C)C